4-(1H-indol-1-yl)-N-(methoxymethyl)-6-(1H-pyrazol-1-yl)-1,3,5-triazin-2-amine N1(C=CC2=CC=CC=C12)C1=NC(=NC(=N1)N1N=CC=C1)NCOC